(2S)-2-amino-2-(4,4-difluorocyclohexyl)-N-(4-((2-oxo-5-(trifluoromethyl)-2,5-dihydro-1H-pyrrol-3-yl)methyl)pyridin-2-yl)acetamide N[C@H](C(=O)NC1=NC=CC(=C1)CC=1C(NC(C1)C(F)(F)F)=O)C1CCC(CC1)(F)F